FC1=C(C=C(C=C1)N(C(=O)C=1C=C(C=2N(N1)C(=CN2)C=2C=CC(=NC2)NC(OC)=O)C)C)C methyl N-[5-[6-[(4-fluoro-3-methyl-phenyl)-methyl-carbamoyl]-8-methyl-imidazo[1,2-b]pyridazin-3-yl]-2-pyridyl]carbamate